1-({3,4-difluoro-2-[(2-fluoro-4-iodophenyl)amino]Phenyl}carbonyl)-3-({[(1S,2S)-2-hydroxycyclopentyl]Amino}methyl)azetidin-3-ol FC=1C(=C(C=CC1F)C(=O)N1CC(C1)(O)CN[C@@H]1[C@H](CCC1)O)NC1=C(C=C(C=C1)I)F